ClC1=CC(=CN=N1)N[C@@H]1[C@@H](CN(CC1)C(=O)OC(C)(C)C)F tert-butyl (3R,4S)-4-((6-chloropyridazin-4-yl)amino)-3-fluoropiperidine-1-carboxylate